C(C1=CC=CC=C1)SC1=CC(=C(C(=O)NC)C=C1OC)C 4-(benzylthio)-5-methoxy-N,2-dimethylbenzamide